C(C)(=O)NC1=C(C(=O)OC)C=C(C=C1)N methyl 2-(acetylamino)-5-aminobenzoate